OC1=CC=C(C#N)C=C1 4-hydroxybenzonitrile